ClC=1C(=C(C=CC1F)N(C(=O)[C@@H]1[C@H]2[C@@H](C(N1C1=NC(=CC(=C1)C(F)(F)F)C)=O)OC(O2)(C)C)C)F (3aS,4S,6aS)-N-(3-chloro-2,4-difluorophenyl)-N,2,2-trimethyl-5-(6-methyl-4-(trifluoromethyl)pyridin-2-yl)-6-oxotetrahydro-3aH-[1,3]dioxolo[4,5-c]pyrrole-4-carboxamide